O=C1CC2SCC(=C(N12)C(=O)O)[C@H]1OCCC1 8-oxo-3-((S)-tetrahydrofurane-2-yl)-5-thia-1-azabicyclo[4.2.0]oct-2-ene-2-carboxylic acid